O1CCC(=CC1)C1=NC(=CC(=N1)C=O)C 2-(3,6-Dihydro-2H-pyran-4-yl)-6-methylpyrimidine-4-carbaldehyde